4-(1-(2-Hydroxy-2-methylpropyl)-1H-pyrazol-4-yl)-2-((1-((3-(pyrrolidin-1-yl)propyl)sulfonyl)piperidin-4-yl)amino)pyrimidine-5-carbonitrile OC(CN1N=CC(=C1)C1=NC(=NC=C1C#N)NC1CCN(CC1)S(=O)(=O)CCCN1CCCC1)(C)C